C1(CC1)C1=CN(C=2C1=NC(=CC2CN2C[C@H](CCC2)C)C(=O)O)S(=O)(=O)C2=CC=C(C)C=C2 (S)-3-cyclopropyl-7-((3-methylpiperidin-1-yl)methyl)-1-tosyl-1H-pyrrolo[3,2-b]pyridine-5-carboxylic acid